C(C1=CC(C(=O)OCC2CO2)=CC=C1)(=O)OCC1CO1 bis(2,3-epoxypropyl) isophthalate